methylenedinaphtholate C(C1=C(C2=CC=CC=C2C=C1)[O-])C1=C(C2=CC=CC=C2C=C1)[O-]